C[Si](O[Si](CCCC(C(=O)N)=C)(O[Si](C)(C)C)O[Si](C)(C)C)(C)C 3-tris(trimethyl-siloxy)silylpropyl-acrylamide